3-chloro-9-methoxybenzofurano[3,2-b]pyridine ClC=1C=C2C(=NC1)C1=C(O2)C=CC=C1OC